ClC=1C=C(C=CC1)C(=O)N1CC(/C(/CC1)=C/C1=NNC(=C1)C1=CC(=CC=C1)Cl)(C)C (3-chlorophenyl)[(4E)-4-{[5-(3-chlorophenyl)-1H-pyrazol-3-yl]methylidene}-3,3-dimethylpiperidin-1-yl]methanone